C(C)(C)(C)NC=1C(C(C1NCC1=CC=C(C=C1)C1=NOC(=N1)C(F)(F)Cl)=O)=O 3-(tert-butylamino)-4-((4-(5-(chlorodifluoromethyl)-1,2,4-oxadiazol-3-yl)benzyl)amino)cyclobut-3-ene-1,2-dione